NC1=C(C(=NC=N1)OC1=C(C=C(C=C1)NC(=O)C=1C=NN(C1C(F)(F)F)C1=C(C=CC=C1)F)F)Cl N-[4-(6-amino-5-chloro-pyrimidine-4-yl)oxy-3-fluorophenyl]-1-(2-fluorophenyl)-5-(trifluoromethyl)pyrazole-4-carboxamide